C1(CC1)CN1C(=CC2=CC=CC=C12)C1=NC2=C(N1CC1=NC=CC=C1)C(=CC(=C2)C(=O)O)OC 2-(1-(cyclopropylmethyl)-1H-indol-2-yl)-7-methoxy-1-(pyridin-2-ylmethyl)-1H-benzo[d]imidazole-5-carboxylic acid